5-(4-(1,3-Dioxolan-2-yl)piperidin-1-yl)pyridin-2-amine O1C(OCC1)C1CCN(CC1)C=1C=CC(=NC1)N